octyl-2-dodecyl erucate C(CCCCCCCCCCC\C=C/CCCCCCCC)(=O)OC(CCCCCCCCC)CCCCCCCCCC